methyl 6-amino-2,3,4-trifluoro-benzoate NC1=CC(=C(C(=C1C(=O)OC)F)F)F